benzyl 4-(2-hydroxyethyl)piperazine-1-carboxylate OCCN1CCN(CC1)C(=O)OCC1=CC=CC=C1